4-(trifluoromethoxy)benzene-1,2-diamine FC(OC=1C=C(C(=CC1)N)N)(F)F